C(#N)N1[C@H](C[C@H](C1)OC)C(=O)N(C1=CC=C(C=C1)S(F)(F)(F)(F)F)C(C(NCC(N1CCCC1)=O)=O)C=1C=NC=CC1 (2R,4R)-1-cyano-4-methoxy-N-[2-oxo-2-[(2-oxo-2-pyrrolidin-1-yl-ethyl)amino]-1-(3-pyridyl)ethyl]-N-[4-(pentafluoro-λ6-sulfanyl)phenyl]pyrrolidine-2-carboxamide